C(C1=CC=CC=C1)N1CC(C(CC1)N1CC2(C1)CCNCC2)(F)F 2-(1-Benzyl-3,3-difluoropiperidin-4-yl)-2,7-diazaspiro[3.5]nonane